C1(=CC=CC=C1)C1CCC=2N1N=C(N2)C(=O)N2CCCCC2 (5-Phenyl-6,7-dihydro-5H-pyrrolo[1,2-b][1,2,4]triazol-2-yl)-(1-piperidyl)methanon